COC=1C(=CC2=CN(N=C2C1)C1CCNCC1)NC(=O)C1=NC(=CC=C1)C(F)(F)F N-(6-methoxy-2-(piperidin-4-yl)-2H-indazol-5-yl)-6-(trifluoromethyl)pyridinecarboxamide